1-oxa-9-azaspiro[5.5]undecane-4-ol O1CCC(CC12CCNCC2)O